FC1(CC(C1)NC1=NN2C(C=N1)=C(C=C2)C2=CC=1C(=NC=CN1)N=C2)F N-(3,3-difluorocyclobutyl)-5-(pyrido[2,3-b]pyrazin-7-yl)pyrrolo[2,1-f][1,2,4]triazin-2-amine